OC1=CC(=C(C=C1)NCCO)[N+](=O)[O-] 1-hydroxy-4-β-hydroxyethylamino-3-nitrobenzene